Piperidine-3-carboxylic acid (1H-pyrazol-4-yl)-amide N1N=CC(=C1)NC(=O)C1CNCCC1